methyl (1R,3S)-1-(3-chloro-2,6-difluorobenzyl)-3-(methylsulfonamido)cyclopentane-1-carboxylate ClC=1C(=C(C[C@]2(C[C@H](CC2)NS(=O)(=O)C)C(=O)OC)C(=CC1)F)F